O=C(CC(=O)NS(=O)(=O)CC1=CC=CC=C1)C1=CC=C(C=C1)C 3-oxo-3-(p-tolyl)-N-toluenesulfonylpropionamide